[(1R)-1-[4-(trifluoromethyl)phenyl]ethyl] methanesulfonate CS(=O)(=O)O[C@H](C)C1=CC=C(C=C1)C(F)(F)F